C12CC(CC(CC1)O2)NC/C=C/C(=O)NC2=C(C=C(C=C2F)C(=O)C2=CC=C1C(=CC=CN21)C2=CC1=C(N(C(=N1)C)C)C=C2C(F)(F)F)F (E)-4-((8-oxabicyclo[3.2.1]octan-3-yl)amino)-N-(4-(8-(1,2-dimethyl-6-(trifluoromethyl)-1H-benzo[d]imidazol-5-yl)indolizine-3-carbonyl)-2,6-difluorophenyl)but-2-enamide